O(C1=CC=CC=C1)C1=CC=C(C=C1)NC=1C2=CNC=3N=CN=C(N(N1)C1CCN(CC1)C(C=C)=O)C32 1-(4-(3-((4-phenoxyphenyl)amino)-1,4,5,6,8-pentaazaacenaphthylen-5(1H)-yl)piperidin-1-yl)prop-2-en-1-one